(1r,4r)-4-(8-(5-cyclopropyl-2-ethoxy-4-(5-fluoropyridin-2-yl)benzyl)-2-oxo-1-oxa-3,8-diazaspiro[4.5]decan-3-yl)-N-(2-(2-hydroxyethoxy)ethyl)-1-methylcyclohexane-1-carboxamide C1(CC1)C=1C(=CC(=C(CN2CCC3(CN(C(O3)=O)C3CCC(CC3)(C(=O)NCCOCCO)C)CC2)C1)OCC)C1=NC=C(C=C1)F